NC1=C2C(=NC(=N1)OCCO)N(N=C2)CC=2C=C(CP(OC)(OC)=O)C=CC2 dimethyl (3-((4-amino-6-(2-hydroxyethoxy)-1H-pyrazolo[3,4-d]pyrimidin-1-yl)methyl)benzyl)phosphonate